OC=1C=C(C=C(C1)O)CCP(O)=O (3,5-dihydroxyphenyl)ethylphosphinic acid